FC=1C=C2C(NN=C(C2=CC1F)[C@H](C)N(C(C1=CC(=C(C(=C1)F)C(F)F)F)=O)C)=O (S)-N-(1-(6,7-difluoro-4-oxo-3,4-dihydrophthalazin-1-yl)ethyl)-4-(difluoromethyl)-3,5-difluoro-N-methylbenzamide